C1(=CC=CC=C1)C1CC(C(C(C1)=O)=CNCCN1CCN(CC1)C(CC1=CC=CC=C1)=O)=O 5-phenyl-2-(((2-(4-(2-phenylacetyl)piperazin-1-yl)ethyl)amino)methylene)cyclohexane-1,3-dione